(S)-3-(4,4-difluoropiperidin-1-yl)-3-(4-hydroxyphenyl)-7-(trifluoromethyl)indolin-2-one FC1(CCN(CC1)[C@@]1(C(NC2=C(C=CC=C12)C(F)(F)F)=O)C1=CC=C(C=C1)O)F